N[C@H](C(=O)O)CCN(CC1=C(C=CC=C1)NC(C1=CC(=CC=C1)OC)=O)CC1=CC=CC=C1 (S)-2-amino-4-(benzyl-(2-(3-methoxybenzamido)benzyl)amino)butanoic acid